(3Z)-3-[({4-[N-methyl-2-(4-methylpiperazin-1-yl)acetamido]phenyl}amino)(phenyl)methylidene]-2-oxo-1H-indol-6-ylboronic acid CN(C(CN1CCN(CC1)C)=O)C1=CC=C(C=C1)N\C(=C\1/C(NC2=CC(=CC=C12)B(O)O)=O)\C1=CC=CC=C1